4-[4-[[3-(3-Hydroxyphenyl)-5-propan-2-yloxyphenyl]methyl]piperazin-1-yl]-N-propylbenzamide OC=1C=C(C=CC1)C=1C=C(C=C(C1)OC(C)C)CN1CCN(CC1)C1=CC=C(C(=O)NCCC)C=C1